C1(=CC=CC=C1)N1C(=NN=C1C1=CC=CC=C1)C1=CC=C(C=C1)C1=CC=C2C=3C=CC(=CC3C(C2=C1)(CCC)CCC)C1=CC=C(N(C2=CC=CC=C2)C2=CC=CC=C2)C=C1 4-(7-(4-(4,5-diphenyl-4H-1,2,4-triazol-3-yl)phenyl)-9,9-dipropyl-9H-fluoren-2-yl)-N,N-diphenylaniline